(2S,4R)-1-[(2S)-2-(4-cyclopropyltriazol-1-yl)-3,3-dimethyl-butanoyl]-4-hydroxy-N-[(2-methylcyclopropyl)-phenyl-methyl]pyrrolidine-2-carboxamide C1(CC1)C=1N=NN(C1)[C@H](C(=O)N1[C@@H](C[C@H](C1)O)C(=O)NC(C1=CC=CC=C1)C1C(C1)C)C(C)(C)C